P(OCC)(OCCC)OCCC=1SC=CC1 ethyl propyl (2-(thien-2-yl) ethyl) phosphite